diphenyl-(1-naphthyl)phosphine oxide C1(=CC=CC=C1)P(C1=CC=CC2=CC=CC=C12)(C1=CC=CC=C1)=O